(3aR,5s,6aS)-N-acetyl-N-methyloctahydrocyclopenta[c]pyrrole-5-carboxamide C(C)(=O)N(C(=O)C1C[C@@H]2[C@@H](CNC2)C1)C